FC1=CC=CC=2C(=COC21)C=2C=C(SC2)C(CCC(=O)O)=O 4-(4-(7-fluorobenzofuran-3-yl)thiophen-2-yl)-4-oxobutyric acid